2-ethoxyethyl (S)-6-diazo-2-((S)-2-methoxypropanamido)-5-oxohexanoate [N+](=[N-])=CC(CC[C@@H](C(=O)OCCOCC)NC([C@H](C)OC)=O)=O